C(C)(C)(C)OC(=O)N1C(CCC1)C1=C(C(=CC=C1OCOC)Cl)Cl 2-[2,3-dichloro-6-(methoxymethoxy)phenyl]Pyrrolidine-1-carboxylic acid tert-butyl ester